acrylic acid, n-butyl ester C(C=C)(=O)OCCCC